2-methyl-N-(6-(5-methyl-1,2,4-oxadiazol-3-yl)-2,3-dihydrobenzofuran-3-yl)oxazole-5-carboxamide CC=1OC(=CN1)C(=O)NC1COC2=C1C=CC(=C2)C2=NOC(=N2)C